BrC=1C(=NC(=CC1)Cl)C 3-bromo-6-chloro-2-methylpyridine